C1(CCCC1)C(C)=O 1-cyclopentyl-ethanone